7-(1-methyl-1H-pyrazol-5-yl)-3-(3-methyl-1H-pyrazol-5-yl)-5-((R)-3-methylmorpholino)isothiazolo[4,5-b]pyridine 1-oxide CN1N=CC=C1C1=C2C(=NC(=C1)N1[C@@H](COCC1)C)C(=NS2=O)C2=CC(=NN2)C